C(CCC)C1OC(C2=CC(=CC=C12)OCC=1OC(=NN1)SCC1CC1)=O 3-butyl-6-((5-(cyclopropylmethylthio)-1,3,4-oxadiazol-2-yl)methoxy)isobenzofuran-1(3H)-one